N-[(1S)-5-[2-(2-aminopyridin-3-yl)-7-methyl-5-(1,3-oxazol-2-yl)imidazo[4,5-b]pyridin-3-yl]-2,3-dihydro-1H-inden-1-yl]-3-formyl-4-hydroxybenzamide NC1=NC=CC=C1C1=NC=2C(=NC(=CC2C)C=2OC=CN2)N1C=1C=C2CC[C@@H](C2=CC1)NC(C1=CC(=C(C=C1)O)C=O)=O